NC[C@H]1CN(CCC1)C1=C2C(=NC=C1)N(C(=N2)C2=CC(=C(C#N)C=C2)F)C2=C(C=C(C=C2)N2C[C@H](CC2)OC)F 4-(7-((S)-3-(aminomethyl)piperidin-1-yl)-3-(2-fluoro-4-((S)-3-methoxypyrrolidin-1-yl)phenyl)-3H-imidazo[4,5-b]pyridin-2-yl)-2-fluorobenzonitrile